6-(4-((8-methoxyquinolin-4-yl)amino)but-1-yn-1-yl)pyridinealdoxime COC=1C=CC=C2C(=CC=NC12)NCCC#CC1=CC=CC(=N1)C=NO